(3S)-3-((2S)-2-amino-4-(azetidin-1-yl)-3-hydroxy-4-oxobutyl)pyrrolidin-2-one trifluoroacetic acid salt FC(C(=O)O)(F)F.N[C@@H](C[C@H]1C(NCC1)=O)C(C(=O)N1CCC1)O